C(#N)C1=NC=CC=C1OC1=CC(=NC=C1)C(=O)N[C@@H]1C(N(C2=C(OC1)C=CC(=C2)C#CC(C)(C)O)C)=O (S)-4-((2-cyanopyridin-3-yl)oxy)-N-(7-(3-hydroxy-3-methylbut-1-yn-1-yl)-5-methyl-4-oxo-2,3,4,5-tetrahydrobenzo[b][1,4]oxazepin-3-yl)picolinamide